C(C)OC(=O)C1=NOC(=C1)CN(C1=CC(=CC=C1)Cl)C 5-[(3-chloro-N-methyl-anilino)methyl]isoxazole-3-carboxylic acid ethyl ester